O1CCC(=CC1)C1=NC=CC(=C1C1=NC2=C(N1)COCC2)C2=CC=CC=C2 2-(2-(3,6-dihydro-2H-pyran-4-yl)-4-phenylpyridin-3-yl)-3,4,6,7-tetrahydropyrano[3,4-d]imidazole